NC1N(CCNC1)C1=CC=C(C=2OCCOC21)C 5-(2-aminopiperazin-1-yl)-8-methyl-2,3-dihydro-1,4-benzodioxine